ClC=1C=CC(=C(C1)[C@H](CCN(C(C(=O)OCC)C=1C=NC=C(C1C1CCC(CC1)OC(F)(F)F)C)C)CCN1CC(CC1)(C)C)C ethyl 2-(((S)-3-(5-chloro-2-methylphenyl)-5-(3,3-dimethylpyrrolidin-1-yl)pentyl)(methyl)amino)-2-(5-methyl-4-((1r,4S)-4-(trifluoromethoxy)cyclohexyl)pyridin-3-yl)acetate